FC=1C=C(C=CC1OC)C(=O)C=1N=C(SC1)C#CCC(C)O (3-fluoro-4-methoxyphenyl)(2-(4-hydroxypent-1-yn-1-yl)thiazol-4-yl)methanone